3-p-menthancarboxamid C1(CC(C(CC1)C(C)C)C(=O)N)C